NC1=C(C(=NN1C1CCC(CC1)(C)C)C1=CC=C(C=C1)CNC(C1=C(C=CC=C1)OC)=O)C#N N-[[4-[5-amino-4-cyano-1-(4,4-dimethylcyclohexyl)pyrazol-3-yl]phenyl]methyl]-2-methoxy-benzamide